NC=1C2=C(N=CN1)N(C(=C2C2=CC(=C(C=C2)N2CCCC2)C(F)(F)F)C2CN(CC2)C(C=C)=O)C 1-(3-(4-amino-7-methyl-5-(4-(pyrrolidin-1-yl)-3-(trifluoromethyl)phenyl)-7H-pyrrolo[2,3-d]pyrimidin-6-yl)pyrrolidin-1-yl)prop-2-en-1-one